(E)-3-[3-Hydroxy-4-(piperidin-1-ylmethyl)phenyl]-1-(4-methylphenyl)prop-2-en-1-one OC=1C=C(C=CC1CN1CCCCC1)/C=C/C(=O)C1=CC=C(C=C1)C